3-[2-(4-chlorophenoxy)acetamido]-N-[2-(4-methylphenoxy)ethyl]bicyclo-[1.1.1]pentane-1-carboxamide ClC1=CC=C(OCC(=O)NC23CC(C2)(C3)C(=O)NCCOC3=CC=C(C=C3)C)C=C1